4-[2-(4,4-dimethyl-5H-oxazol-2-yl)ethoxy]but-2-yn-1-ol CC1(N=C(OC1)CCOCC#CCO)C